NC1(COC1)CC=1C=CC(=NC1)C1=C(OC2=C(C=NC(=C2)N2CCCC2)C#N)C=C(C=C1)C#N 4-[2-[5-[(3-aminooxetan-3-yl)methyl]pyridin-2-yl]-5-cyanophenoxy]-6-pyrrolidin-1-ylpyridine-3-carbonitrile